S1C2=C(C(=C1)C1=NC(=C(C(=O)O)C=C1)OC)CCC2 6-(5,6-dihydro-4H-cyclopenta[b]thiophen-3-yl)-2-methoxynicotinic acid